N-benzyl-2-cyclohexyl-3-oxo-4-phenyl-3,5-dihydropyrido[4,3-b]indole-1-carboxamide C(C1=CC=CC=C1)NC(=O)C=1N(C(C(=C2NC=3C=CC=CC3C21)C2=CC=CC=C2)=O)C2CCCCC2